FC(C1=CC=C(C=C1)CCOC=1C=C2C(=CNC2=CC1)N)(F)F 5-[2-[4-(Trifluoromethyl)phenyl]ethoxy]-1H-indol-3-amine